C(C)(=O)NCCN[C@@H]1C=2N(CCC1)N=C(C2)C(=O)NC2=C(C(=CC=C2)Br)Cl (4S)-4-(2-acetamidoethylamino)-N-(3-bromo-2-chloro-phenyl)-4,5,6,7-tetrahydropyrazolo[1,5-a]pyridine-2-carboxamide